COC1=CC=C(C=C1)C1=CC=2NC(=CC2S1)C(=O)OCC ethyl 2-(4-methoxyphenyl)-4H-thieno[3,2-b]pyrrole-5-carboxylate